N-(1,1,3,3-tetramethylbutyl)-2-propenamide CC(CC(C)(C)C)(C)NC(C=C)=O